rac-(3R)-3-[2-[4-(hydroxymethyl)piperidin-1-yl]pyridin-4-yl]piperidine-2,6-dione OCC1CCN(CC1)C1=NC=CC(=C1)[C@@H]1C(NC(CC1)=O)=O |r|